4-((S)-11-(4,4-difluorocyclohex-1-en-1-yl)-6-oxo-3-(pyrimidin-2-yloxy)-10-(trifluoromethyl)-3,4-dihydro-2H,6H-[1,4]thiazepino[2,3,4-ij]quinazolin-8-yl)-2,6-dimethylpiperazine FC1(CC=C(CC1)C1=C(C=C2C(=NC(N3C2=C1SC[C@H](C3)OC3=NC=CC=N3)=O)N3CC(NC(C3)C)C)C(F)(F)F)F